COC=1C(C=2C(=CC=C3C=CC=C(C1)C23)C2=CC=C(C=C2)OC)=O 2-Methyloxy-9-(4-methoxyphenyl)-1H-phenalen-1-one